C(C)(C)(C)[Si](C)(C)OCC(C(F)(F)F)(C)C1=C(C=C(C(=C1)C)B1OC(C(O1)(C)C)(C)C)Cl tert-butyl-[2-[2-chloro-5-methyl-4-(4,4,5,5-tetramethyl-1,3,2-dioxaborolan-2-yl)phenyl]-3,3,3-trifluoro-2-methyl-propoxy]-dimethyl-silane